C1=CNC(=C1)C(=O)NCC(=O)O 2-pyrroloylglycine